bis(4-t-butylphenyl) bisphosphite P(OC1=CC=C(C=C1)C(C)(C)C)([O-])[O-].P(OC1=CC=C(C=C1)C(C)(C)C)([O-])[O-]